COC1=CC=C(CC(OC=2C=CC=C(C2)N(C)C)OCOC(=O)NCC2=CC=C(C=C2)N(C)C)C=C1 5-[(4-methoxybenzyl)(4-dimethylaminobenzyl)aminocarbonyloxymethoxymethoxy]dimethylaminobenzene